CC(C)N1N=C(C=C1NC(=O)N)C(F)(F)F (1-(propan-2-yl)-3-(trifluoromethyl)-1H-pyrazol-5-yl)urea